[2H]C(C(F)F)([2H])C=1C(=NC(=NC1OC)NS(=O)(=O)C1=CNC2=NC(=CC=C21)C)OC N-[5-(1,1-dideuterio-2,2-difluoro-ethyl)-4,6-dimethoxy-pyrimidin-2-yl]-6-methyl-1H-pyrrolo[2,3-b]pyridine-3-sulfonamide